6-(6-((azetidin-3-ylmethyl)thio)-1,2,4-triazin-3-yl)isoquinolin-7-ol N1CC(C1)CSC1=CN=C(N=N1)C=1C=C2C=CN=CC2=CC1O